C(C1=CC=CC=C1)ONC(=O)C1=CC=C2C=NC(=NC2=C1)NC1=CC(=CC=C1)Cl N-(benzyloxy)-2-((3-chlorophenyl)amino)quinazoline-7-carboxamide